((2S,5R)-5-((5-(2-chloro-4-((5-fluoro-2-methylbenzofuran-7-yl)oxy)benzoyl)-7H-pyrrolo[2,3-d]pyrimidin-4-yl)-amino)tetrahydro-2H-pyran-2-yl)methyl(tert-butoxycarbonyl)glycinate ClC1=C(C(=O)C2=CNC=3N=CN=C(C32)N[C@@H]3CC[C@H](OC3)C(N(C(=O)OC(C)(C)C)C)C(=O)[O-])C=CC(=C1)OC1=CC(=CC=3C=C(OC31)C)F